C(C[2H])C1CC(CC1)CC[2H] 1,3-bis(ethyl-2-d)cyclopentane